tert-butyl (R)-3-(benzylamino)-3-methylpiperidine-1-carboxylate C(C1=CC=CC=C1)N[C@]1(CN(CCC1)C(=O)OC(C)(C)C)C